N-(3,5-dichloropyridin-4-yl)-4-(3,4-dimethoxyphenyl)-2-(methylthio)pyrimidine-5-carboxamide caproyl-methyltaurate sodium [Na+].C(CCCCC)(=O)N(CCS(=O)(=O)[O-])C.ClC=1C=NC=C(C1NC(=O)C=1C(=NC(=NC1)SC)C1=CC(=C(C=C1)OC)OC)Cl